NC1CCN(CC1)C=1N(C(C=C(N1)C1=CC(=C(C#N)C=C1)F)=O)CCCO 4-[2-(4-amino-piperidin-1-yl)-1-(3-hydroxy-propyl)-6-oxo-1,6-dihydro-pyrimidin-4-yl]-2-fluoro-benzonitrile